NC1=NC=CC(=C1F)CC=1C(=C(C(=C(C(=O)NOCC#C)C1)NC1=C(C=C(C=C1)I)F)F)F 5-((2-amino-3-fluoropyridin-4-yl)methyl)-3,4-difluoro-2-((2-fluoro-4-iodophenyl)amino)-N-(prop-2-yn-1-yloxy)benzamide